(R)-2-methoxy-3-(4-(4-(1-(pent-3-yl)-1H-pyrazol-4-yl)pyrazolo[1,5-a]pyrazin-6-yl)-1H-pyrazol-1-yl)propan-1-amine CO[C@H](CN)CN1N=CC(=C1)C=1N=C(C=2N(C1)N=CC2)C=2C=NN(C2)C(CC)CC